N[C@H](CNC(=O)C1=NC(=CN=C1)C1=CC=C(C=C1)OCC)C1=CC(=CC(=C1)OC)OC (S)-N-(2-amino-2-(3,5-dimethoxyphenyl)ethyl)-6-(4-ethoxyphenyl)pyrazine-2-carboxamide